N-(1-cyclopropyl-1H-pyrazol-3-yl)-5-(5-(4,4-difluoropiperidine-1-carbonyl)-1H-pyrrolo[2,3-b]pyridin-1-yl)nicotinamide C1(CC1)N1N=C(C=C1)NC(C1=CN=CC(=C1)N1C=CC=2C1=NC=C(C2)C(=O)N2CCC(CC2)(F)F)=O